NC(C(=O)O)CCC1=CSC2=C1C=CC=C2 amino-4-(3-benzothienyl)-butyric acid